C(C)(C)(C)OC(=O)N1CC(C1)S.[Cl-].C(CCCCCCC)[N+]1=CC(=CC=C1)CCCC 1-Octyl-3-butylpyridinium chlorid tert-Butyl-3-mercaptoazetidine-1-carboxylate